rac-(3-((1S,3R)-3-((Dimethylamino)methyl)-cyclohexyl)-1,2,3-oxadiazol-3-ium-5-yl)((3-(2-(o-tolyl)acetamido)-5-(trifluoromethyl)phenyl)-carbamoyl)amide CN(C)C[C@H]1C[C@H](CCC1)[N+]1=NOC(=C1)[N-]C(NC1=CC(=CC(=C1)C(F)(F)F)NC(CC1=C(C=CC=C1)C)=O)=O |r|